methyl 5-(1-(dicyclopropylmethyl)-5-(3,5-dimethylisoxazol-4-yl)-1H-pyrrolo[2,3-b]pyridin-3-yl)-6-ethoxy-4-methylpicolinate C1(CC1)C(N1C=C(C=2C1=NC=C(C2)C=2C(=NOC2C)C)C=2C(=CC(=NC2OCC)C(=O)OC)C)C2CC2